[Ti](Cl)(Cl)(Cl)Cl.[O] oxygen titanium tetrachloride